ClC=1C=C(NC2(CCC3(C(CC4=CC=CC=C34)C[C@H](COC3=CC=NC=4CCC[C@@H](C34)CC)C)CC2)C(=O)O)C=CC1 4-(3-Chloroanilino)-2'-[(2R)-3-{[(5S)-5-ethyl-5,6,7,8-tetrahydroquinolin-4-yl]oxy}-2-methylpropyl]-2',3'-dihydrospiro[cyclohexane-1,1'-indene]-4-carboxylic acid